CC=CC[Na] methyl-allyl-sodium